BrC1=C(C(=CC=C1)OC1=C(C=CC=C1)C(F)F)[N+](=O)[O-] 1-bromo-3-(2-(difluoromethyl)phenoxy)-2-nitrobenzene